(R)-2-(3,4-Methylenedioxybenzyl)pyrrolidine C1OC=2C=C(C[C@@H]3NCCC3)C=CC2O1